COC([C@@H](CC=1C=C2C=NNC2=C(C1)C)NC(=O)OC(C)(C)C)=O (R)-2-((tert-butyloxycarbonyl)amino)-3-(7-methyl-1H-indazol-5-yl)propanoic acid methyl ester